4-(2-(but-2-ynoyl)-2,7-diazaspiro[4.5]decan-7-yl)-3-chloro-5-fluoro-2-methyl-1H-indole-7-carboxamide C(C#CC)(=O)N1CC2(CC1)CN(CCC2)C2=C1C(=C(NC1=C(C=C2F)C(=O)N)C)Cl